Diethoxymonopropoxymonobutoxysilane C(C)O[Si](OCCCC)(OCCC)OCC